1,4-Butanediol dimethanesulfonate CS(=O)(=O)OCCCCOS(=O)(=O)C